Dioxacyclohexanol C1(OOCCC1)O